COC1=CC=C(CN2N=C(C=C2)C=2C=CC(=C(C2)N)Cl)C=C1 1-p-methoxybenzyl-3-(2-chloro-1-aminobenzene-5-yl)-1H-pyrazole